CC(C(=O)O)(C)OC1=CC=C(C2=CC=CC=C12)CN1CCN(CC1)CC1=CC=C(C=C1)C(F)(F)F 2-Methyl-2-((4-((4-(4-(trifluoromethyl)benzyl)piperazin-1-yl)methyl)naphthalen-1-yl)oxy)propanoic acid